O1C(=CC=C1)C=1C(=NNN1)C1=C2C(=NO1)C=CC=C2 3-(5-(furan-2-yl)-2H-1,2,3-triazol-4-yl)benzo[c]isoxazole